OC1(CCN(CC1)C(=O)OC(C)(C)C)C=1C=C2C(N(C=NC2=CC1)CC(=O)OC)=O tert-Butyl 4-hydroxy-4-[3-(2-methoxy-2-oxoethyl)-4-oxoquinazolin-6-yl]piperidine-1-carboxylate